(4-{2-[(S)-Amino(4,4-difluorocyclohexyl)methyl]-4-fluoro-1H-benzimidazol-5-yl}-tetrahydropyran-4-yl)(3,3-difluoroazetidin-1-yl)methanone N[C@H](C1=NC2=C(N1)C=CC(=C2F)C2(CCOCC2)C(=O)N2CC(C2)(F)F)C2CCC(CC2)(F)F